C(#N)CCN(C1=CC=CC=C1)CC N-(2-cyanoethyl)-N-ethylaniline